(E)-3-(3,4-dihydroxyphenyl)propan OC=1C=C(C=CC1O)CCC